Cl.N[C@@H]([C@@H](C(=O)N[C@@H](C(=O)O)C1=CC(=C(C=C1)Cl)OC(F)(F)F)O)CC1=CC=CC=C1 (R)-2-((2S,3R)-3-amino-2-hydroxy-4-phenylbutanamido)-2-(4-chloro-3-(trifluoromethoxy)phenyl)acetic acid hydrochloride